FC=1C(=C(C2=C(C(=C(C(=C2C1F)F)F)F)F)C(=O)O)C1=C(C(=C(C(=C1F)F)F)F)F perfluorophenyl-naphthalenic acid